N-(3-(1H-imidazol-1-yl)propyl)-4-phenylthiazole-2-carboxamide N1(C=NC=C1)CCCNC(=O)C=1SC=C(N1)C1=CC=CC=C1